(5S)-2-(2,2-difluorocyclobutane-1-carbonyl)-9,9-dimethyl-8-oxo-2-azaspiro[4.5]dec-6-ene-7-carbonitrile FC1(C(CC1)C(=O)N1C[C@@]2(CC1)C=C(C(C(C2)(C)C)=O)C#N)F